CN(C)C1=NC(=C2N=CN(C2=N1)C1OCCC1)NCC1=CC=CC=C1 (Dimethylamino)-6-benzylamino-9-(tetrahydrofuran-2-yl)-9H-purine